4-(bromomethyl)-1-methyl-3-(trifluoromethyl)-1H-pyrazole BrCC=1C(=NN(C1)C)C(F)(F)F